(R)-4-(5-(5-(1-(3,5-dichloropyridin-4-yl)ethoxy)-1H-indazol-3-yl)pyridin-2-yl)piperazine-1-carboxamide tert-butyl-(trans)-2-(4-bromo-3-fluorophenyl)-4-hydroxypyrrolidine-1-carboxylate C(C)(C)(C)OC(=O)N1[C@H](C[C@@H](C1)O)C1=CC(=C(C=C1)Br)F.ClC=1C=NC=C(C1[C@@H](C)OC=1C=C2C(=NNC2=CC1)C=1C=CC(=NC1)N1CCN(CC1)C(=O)N)Cl